3-ethyl-7-((4-(8-(methylamino)-1,6-naphthyridin-3-yl)piperazin-1-yl)methyl)-1,5-naphthyridin-2(1H)-one C(C)C=1C(NC2=CC(=CN=C2C1)CN1CCN(CC1)C=1C=NC2=C(C=NC=C2C1)NC)=O